N=1C=CN2C1N=CC(=C2)C=2C=CN1N=C(N=C(C12)OC)N[C@@H]1C[C@@H](C1)OC 5-(imidazo[1,2-a]pyrimidin-6-yl)-4-methoxy-N-(cis-3-methoxycyclobutyl)pyrrolo[2,1-f][1,2,4]triazin-2-amine